N1(CCCC1)CCOC1=C(C2=CC=CC=C2C=C1)CC1=C(C=CC2=CC=CC=C12)O ((2-(2-(pyrrolidin-1-yl)ethoxy)naphthalen-1-yl)methyl)naphthalen-2-ol